[Li].NC1=CC=CC=C1 aniline lithium